CC1N2CC(C(C2=NCC1)C)C 2,7,8-trimethyl-1,5-diazabicyclo(4.3.0)non-5-ene